N,N-dimethyl-3-[(9Z)-octadec-9-en-1-oxy]propan-2-amine CN(C(C)COCCCCCCCC\C=C/CCCCCCCC)C